C1=C(C=CC2=CC=CC=C12)C=O 2-naphthal